4-(2-(4,4-difluoroazepan-1-yl)-7-fluoroquinoline-3-carboxamido)thiophene-2-carboxylic acid FC1(CCN(CCC1)C1=NC2=CC(=CC=C2C=C1C(=O)NC=1C=C(SC1)C(=O)O)F)F